di(pentadecan-7-yl) 3,3'-(((1-(2-(dimethylamino)-2-methylpropyl)-1H-pyrazol-4-yl)methyl)azanediyl)dipropionate CN(C(CN1N=CC(=C1)CN(CCC(=O)OC(CCCCCC)CCCCCCCC)CCC(=O)OC(CCCCCC)CCCCCCCC)(C)C)C